CC1=C(C(=CC(=C1)C)C)N1C(N(CC1)C1=C(C=C(C=C1C)C)C)=[Ru](=CC1=C(C=CC=C1)OC(C)C)(Cl)Cl [1,3-bis(2,4,6-trimethylphenyl)-2-imidazolidinylidene]dichloro(o-isopropoxybenzylidene)ruthenium